N1=C(C=CC=C1)C1(CC1)C=O 1-(2-pyridyl)cyclopropanecarbaldehyde